5-(chloromethyl)-3-methoxypyridine ClCC=1C=C(C=NC1)OC